1,1,3,3-tetrakis(methoxymethyl)urea COCN(C(=O)N(COC)COC)COC